methyl (S)-4-ethyl-2-formyl-1-(oxetan-2-ylmethyl)-1H-imidazole-5-carboxylate C(C)C=1N=C(N(C1C(=O)OC)C[C@H]1OCC1)C=O